[Si](C)(C)(C(C)(C)C)C=1SC(=C(N1)C1(COC1)OC(=S)SC)C1CCN(CC1)C(=O)OC(C)(C)C tert-butyl 4-(2-(tert-butyldimethylsilyl)-4-(3-(((methylthio)carbonothioyl)oxy)oxetan-3-yl)thiazol-5-yl)piperidine-1-carboxylate